N-((3S,4S)-3-((6-(2,6-dichloro-3,5-dimethoxyphenyl)-8-ethoxypyrido[3,4-d]pyrimidin-2-yl)amino)tetrahydro-2H-pyran-4-yl)acrylamide ClC1=C(C(=C(C=C1OC)OC)Cl)C1=CC2=C(N=C(N=C2)N[C@@H]2COCC[C@@H]2NC(C=C)=O)C(=N1)OCC